(E)-1H-indole-3-carboxamide N1C=C(C2=CC=CC=C12)C(=O)N